NC=1C2=C(N=CN1)N(C(=C2C2=C(C=C(C=C2)OC2=NC=CC=C2)OC)C#CC2CN(C2)C2C[C@H](N(CC2)C(C=C)=O)CO)C 1-((2S)-4-(3-((4-amino-5-(2-methoxy-4-(pyridin-2-yloxy)phenyl)-7-methyl-7H-pyrrolo[2,3-d]pyrimidin-6-yl)ethynyl)azetidin-1-yl)-2-(hydroxymethyl)piperidin-1-yl)prop-2-en-1-one